4-amino-7-fluoro-N-methyl-N-((3R)-6-(trifluoromethyl)-2,3-dihydrofuro[3,2-c]pyridin-3-yl)-1,3-dihydrofuro[3,4-c]quinoline-8-carboxamide NC1=NC=2C=C(C(=CC2C2=C1COC2)C(=O)N([C@H]2COC1=C2C=NC(=C1)C(F)(F)F)C)F